C1(CCC1)C=1C=CC(=C(C1)N1CC2=CC=C(C=C2CC1)C1C(C1)C(=O)N1C(OC[C@@H]1C(C)C)=O)F (S)-3-(2-(2-(5-cyclobutyl-2-fluorophenyl)-1,2,3,4-tetrahydroisoquinolin-6-yl)cyclopropanecarbonyl)-4-isopropyloxazolidin-2-one